C(=O)(OC(C)(C)C)C(C1(CCCCC1)CC(=O)O)N 1-(Boc-aminomethyl)cyclohexaneacetic acid